O[C@H]1[C@@H](CCC1)NC(OCC1=CC=CC=C1)=O benzyl ((1R,2R-trans)-2-hydroxycyclopentyl)carbamate